3-(8-(2-azaspiro[3.3]hept-6-yl)-2,3-dihydro-4H-benzo[b][1,4]oxazin-4-yl)piperidine-2,6-dione C1NCC12CC(C2)C2=CC=CC1=C2OCCN1C1C(NC(CC1)=O)=O